tert-butyl-((7,7-dimethoxyheptyl)oxy)diphenylsilane C(C)(C)(C)[Si](C1=CC=CC=C1)(C1=CC=CC=C1)OCCCCCCC(OC)OC